C1(=CC=CC=C1)C(P(=O)(O)O)P(O)(O)=O (Phenyl-phosphono-methyl)-phosphonic acid